COC(CN(C)C1=CC=C(C=C1)Br)=O N-(4-bromophenyl)-N-methyl-glycine methyl ester